octanediol methacrylate C(C(=C)C)(=O)OC(CCCCCCC)O